1-(tert-butyl) 4-(1,3-dioxoisoindolin-2-yl) (((9H-fluoren-9-yl)methoxy)carbonyl)-L-aspartate C1=CC=CC=2C3=CC=CC=C3C(C12)COC(=O)N[C@@H](CC(=O)ON1C(C2=CC=CC=C2C1=O)=O)C(=O)OC(C)(C)C